4-(3-hydroxy-1-(pyridin-2-yl)propyl)-6-methyl-7-oxo-6,7-dihydro-1H-pyrrolo[2,3-c]pyridine-2-carboxylic acid OCCC(C1=NC=CC=C1)C=1C2=C(C(N(C1)C)=O)NC(=C2)C(=O)O